(2S,7R)-4-(tert-butoxycarbonyl)-7-methoxy-1,4-oxazocane-2-carboxylic acid C(C)(C)(C)OC(=O)N1C[C@H](OC[C@@H](CC1)OC)C(=O)O